(E)-1-((3S,8R,9S,10S,13S,14S,17S)-3-((tert-butyldimethylsilyl)oxy)-10,13-dimethylhexadecahydro-1H-cyclopenta[a]phenanthren-17-yl)ethan-1-one oxime [Si](C)(C)(C(C)(C)C)O[C@H]1CC[C@@]2([C@H]3CC[C@@]4([C@H](CC[C@H]4[C@@H]3CCC2C1)/C(/C)=N/O)C)C